C1(CCC1)OC1=CC=2N(C=C1C(=O)NC1=CC=C(N=N1)N1CCN(CC1)C(=O)OC(C)(C)C)C=C(N2)C tert-butyl 4-(6-(7-cyclobutoxy-2-methylimidazo[1,2-a]pyridine-6-carboxamido)pyridazin-3-yl)piperazine-1-carboxylate